tert-butyl ((5-(2-(benzyloxy)benzamido)pyridin-3-yl)methyl)carbamate C(C1=CC=CC=C1)OC1=C(C(=O)NC=2C=C(C=NC2)CNC(OC(C)(C)C)=O)C=CC=C1